scandium gadolinium gallium oxide [O-2].[Ga+3].[Gd+3].[Sc+3]